N-(5-amino-2-morpholinopyridin-4-yl)-4-(2-(trifluoromethyl)benzoyl)-1H-pyrrole-2-carboxamide NC=1C(=CC(=NC1)N1CCOCC1)NC(=O)C=1NC=C(C1)C(C1=C(C=CC=C1)C(F)(F)F)=O